C1=CC=CC=2C3=CC=CC=C3C(C12)N([C@H](C(=O)O)CCOC)C(=O)OC (2S)-2-(9H-fluoren-9-yl-methoxycarbonylamino)-4-methoxybutanoic acid